[Cl-].C[N+](C)(C)C12CC3CC(CC(C1)C3)C2 N,N,N-trimethyl-1-adamantyl-ammonium chloride